C(C)(C)(C)C1(N(CCOC1)C(=O)[O-])CN tert-butyl-(aminomethyl)morpholine-4-carboxylate